tert-butyl (E)-3-(4-(5-carbamoyl-2-((4-((2-methoxy-4-(methoxycarbonyl)-6-nitrophenyl)amino)but-2-en-1-yl)amino)-3-nitrophenoxy)but-2-yn-1-yl)piperidine-1-carboxylate C(N)(=O)C=1C=C(C(=C(OCC#CCC2CN(CCC2)C(=O)OC(C)(C)C)C1)NC\C=C\CNC1=C(C=C(C=C1[N+](=O)[O-])C(=O)OC)OC)[N+](=O)[O-]